O=C1N(CCC(N1)=O)C1=NN(C2=CC(=CC=C12)CCCCCCCCCCC)C 11-(3-(2,4-dioxotetrahydropyrimidin-1(2H)-yl)-1-methyl-1H-indazol-6-yl)undecane